7-methyl-inosine C[N+]1=CN([C@H]2[C@H](O)[C@H](O)[C@@H](CO)O2)C=2N=CN=C(C12)O